6-(2,2-difluorocyclopropyl)-N-(8-fluoro-7-(2-hydroxypropane-2-yl)-2-(piperidin-4-yl)imidazo[1,2-a]pyridin-6-yl)picolinamide FC1(C(C1)C1=CC=CC(=N1)C(=O)NC=1C(=C(C=2N(C1)C=C(N2)C2CCNCC2)F)C(C)(C)O)F